N-ethyl-7-(2-(4-fluoro-2,6-dimethylphenoxy)-5-(2-hydroxypropan-2-yl)phenyl)-5-methyl-4-oxo-4,5-dihydrofuro[3,2-c]pyridine-2-carboxamide C(C)NC(=O)C1=CC=2C(N(C=C(C2O1)C1=C(C=CC(=C1)C(C)(C)O)OC1=C(C=C(C=C1C)F)C)C)=O